2-amino-N-(3,3-dimethylbutyl)thiazole-4-carboxamide NC=1SC=C(N1)C(=O)NCCC(C)(C)C